OC1=C(C(=CC(=C1CN(C(OCC(C)(C)C)=O)C)CCCCC)O)C1=CC(=CC=C1)C neopentyl ((2,6-dihydroxy-3'-methyl-4-pentyl-[1,1'-biphenyl]-3-yl)methyl)(methyl)carbamate